N1(CCCCC1)CCCC(=O)[O-] 4-(1-piperidyl)butanoate